1-{[(4-methoxybenzyl)(4-dimethylaminobenzyl)amino]carbonyloxyethoxy}-5-{[(4-methoxybenzyl)(4-dimethylaminobenzyl)amino]carbonyloxyethoxy}-3-(dimethylamino)pentane COC1=CC=C(CN(C(=O)OCCOCCC(CCOCCOC(=O)N(CC2=CC=C(C=C2)N(C)C)CC2=CC=C(C=C2)OC)N(C)C)CC2=CC=C(C=C2)N(C)C)C=C1